(5S,6R)-6-((S)-5H-imidazo[5,1-a]isoindol-5-yl)-5,6,7,8-tetrahydroisoquinolin-5-ol C=1N=CN2C1C1=CC=CC=C1[C@@H]2[C@@H]2[C@@H](C=1C=CN=CC1CC2)O